(S)- and (R)-2-((4-chlorophenethyl)amino)-1-(imidazo[1,2-a]pyridin-3-yl)-2-phenylethan-1-one ClC1=CC=C(CCN[C@H](C(=O)C2=CN=C3N2C=CC=C3)C3=CC=CC=C3)C=C1 |r|